N1CC(C1)OC=1C=C2C(N(C(C2=CC1)=O)C1C(NC(CC1)=O)=O)=O 5-(Azetidin-3-Yloxy)-2-(2,6-Dioxopiperidin-3-Yl)Isoindoline-1,3-Dione